NC=1C2=C(N=C(N1)CO)N(C(C21CCCC1)=O)C=1C=NC(=NC1)C=1CCOCC1 4'-amino-7'-(2-(3,6-dihydro-2H-pyran-4-yl)pyrimidin-5-yl)-2'-(hydroxymethyl)spiro[cyclopentane-1,5'-pyrrolo[2,3-d]pyrimidin]-6'(7'H)-one